N[C@@H]1COCC[C@H]1C1=C(C2=NC(=CC(=C2S1)NCC1=CC=CC=C1)Cl)Br 2-((3s,4r)-3-aminotetrahydro-2H-pyran-4-yl)-N-benzyl-3-bromo-5-chlorothieno[3,2-b]pyridin-7-amine